S(=O)(=O)([O-])C(C1=CC=CC=C1)[NH3+] (sulphonatobenzyl)ammonium